FC1=C(\C=N\NC(=O)C2=NC(=CN=C2)C=2C=NC(=CC2)OCC2CN(C2)C)C=C(C=C1)OC (E)-N'-(2-fluoro-5-methoxybenzylidene)-6-(6-((1-methylazetidin-3-yl)methoxy)pyridin-3-yl)pyrazine-2-carbohydrazide